N1=C(C=CC=C1)C1C(C2CCC1O2)C(=O)N 3-(pyridin-2-yl)-7-oxabicyclo[2.2.1]heptane-2-carboxamide